FCC1(C(N(CC1)C1=CC=C(C=C1)OC)=O)C#N 3-(fluoromethyl)-1-(4-methoxyphenyl)-2-oxopyrrolidine-3-carbonitrile